S(N)(OC[C@@]1(C=C2C([C@](C3(C(=C2[C@H]1O)C)CC3)(C)O)=O)C)(=O)=O ((2'S,3'R,6'R)-3',6'-dihydroxy-2',4',6'-trimethyl-7'-oxo-2',3',6',7'-tetrahydrospiro[cyclopropane-1,5'-inden]-2'-yl)methyl sulfamate